5-(2-Chloro-5-pyridyl)-2-azabicyclo[2.2.2]oct-5-ene ClC1=NC=C(C=C1)C=1C2CNC(C1)CC2